BrC=1C=CC2=C3C1C=CC=C3C(C=3C=C(C=CC23)Br)(C)C 3,9-Dibromo-7,7-dimethyl-7H-benz[de]anthracene